4-(3-chloro-4-methyl-5-oxo-4,5-dihydro-1H-1,2,4-triazol-1-yl)-N-(2,6-difluorophenyl)-5-fluoro-2-{[(2S)-1,1,1-trifluoropropan-2-yl]oxy}benzamide ClC1=NN(C(N1C)=O)C1=CC(=C(C(=O)NC2=C(C=CC=C2F)F)C=C1F)O[C@H](C(F)(F)F)C